C(C(=C)C)(=O)OCCP(=O)=C(O)C[N+](C)(C)C 2-methacryloxyethyl-phosphorylcholine